(2S,3R,4R,5S)-3-(3,4-Difluoro-2-methoxyphenyl)-4,5-dimethyl-5-(trifluoromethyl)-N-(2-ureidopyridin-4-yl)tetrahydrofuran-2-carboxamide FC=1C(=C(C=CC1F)[C@@H]1[C@H](O[C@@]([C@@H]1C)(C(F)(F)F)C)C(=O)NC1=CC(=NC=C1)NC(=O)N)OC